1,3-bis(2,6-dimethylphenyl)-2-(4-(vinylsulfonyl)phenoxy)-1H-imidazol-3-ium chloride [Cl-].CC1=C(C(=CC=C1)C)N1C(=[N+](C=C1)C1=C(C=CC=C1C)C)OC1=CC=C(C=C1)S(=O)(=O)C=C